8-((4-methoxybenzyl)(methyl-d3)amino)-6-((2-oxo-2H-[1,2'-bipyridin]-3-yl)amino)imidazo[1,2-b]pyridazine-3-carboxylic acid COC1=CC=C(CN(C=2C=3N(N=C(C2)NC=2C(N(C=CC2)C2=NC=CC=C2)=O)C(=CN3)C(=O)O)C([2H])([2H])[2H])C=C1